propyl-acetamide C(CC)CC(=O)N